N,N-dimethyl-2-(4-methyl-1H-1,2,3-triazol-1-yl)acetamide CN(C(CN1N=NC(=C1)C)=O)C